CN(CCCN=C=NCC)C N-{3-(dimethylamino)propyl}-N'-ethylcarbodiimide